C(C)(C)(C1=CC=CC=C1)OO α-cumyl hydroperoxide